2-chloro-N-(1-methylpiperidin-4-yl)-7-(3-(pyrrolidin-1-yl)propyl)-7H-pyrrolo[2,3-d]pyridine-4-amine ClC1=CC=2C(C(C=NC2NC2CCN(CC2)C)CCCN2CCCC2)=N1